C(C)OC([C@@H]([C@H](O)C1=C(C=CC=C1)F)CNC(C1=CC=CC=C1)=O)=O.C(C)(C)(C)[Si](OCC[C@H]1[C@@H](C1)B1OC(C(O1)(C)C)(C)C)(C)C tert-butyldimethyl(2-([trans-2-(4,4,5,5-tetramethyl-1,3,2-dioxaborolan-2-yl)cyclopropyl])ethoxy)silane (2r,3s)-ethyl-2-(benzamidomethyl)-3-(2-fluorophenyl)-3-hydroxypropionate